Ethyl (E)-3-(4-((diphenylmethylene)amino)thiophen-3-yl)acrylate C1(=CC=CC=C1)C(C1=CC=CC=C1)=NC=1C(=CSC1)/C=C/C(=O)OCC